2-chloro-2'-methyl-1'-[(1-methylpyrazol-4-yl)methyl]-4-phenyl-spiro[5H-thieno[2,3-c]pyran-7,4'-piperidine]-4-ol ClC1=CC2=C(S1)C1(CC(N(CC1)CC=1C=NN(C1)C)C)OCC2(O)C2=CC=CC=C2